4-(2-{[(2r,7as)-2-fluoro-hexahydro-1H-pyrrolizin-7a-yl]methoxy}-8-fluoro-4-[4-(methoxymethyl)piperidin-1-yl]pyrido[4,3-d]pyrimidin-7-yl)-5-ethynyl-6-fluoronaphthalene-2-ol F[C@@H]1C[C@@]2(CCCN2C1)COC=1N=C(C2=C(N1)C(=C(N=C2)C2=CC(=CC1=CC=C(C(=C21)C#C)F)O)F)N2CCC(CC2)COC